C(CCCC\C=C/CCCCCCCCCCC)(=O)OCC(COP(=O)(O)OCC(O)CO)O 3-petroseloylglycero-1-phospho-glycerol